N,N-bis(4-methoxybenzyl)-6,7-dimethyl-2-(2,2,2-trifluoroethyl)-1-((2,2,5-trimethyl-1,3-dioxan-5-yl)methyl)-1H-imidazo[4,5-c]pyridin-4-amine COC1=CC=C(CN(C2=NC(=C(C3=C2N=C(N3CC3(COC(OC3)(C)C)C)CC(F)(F)F)C)C)CC3=CC=C(C=C3)OC)C=C1